F[C@H]1CN(CC[C@H]1NC1=C2C=C(N(C2=CC=C1)CC(F)(F)F)C1=NC(=NO1)CNC(OCC1=CC=CC=C1)=O)C |r| (+/-)-benzyl ((5-(4-(((3S,4R)-3-fluoro-1-methylpiperidin-4-yl)amino)-1-(2,2,2-trifluoroethyl)-1H-indol-2-yl)-1,2,4-oxadiazol-3-yl)methyl)carbamate